tert-Butyl 2-(4-oxo-2-(2-((tetrahydro-2H-pyran-4-yl)amino)pyrimidin-4-yl)-6,7-dihydrothieno[3,2-c]pyridin-5(4H)-yl)acetate O=C1N(CCC2=C1C=C(S2)C2=NC(=NC=C2)NC2CCOCC2)CC(=O)OC(C)(C)C